CN1N=C2C(=CC(=CC2=C1)C1=NC2=CC=C(C=C2C(N1)=O)N(C1CCN(CC1)C(=O)OC(C)(C)C)C)C tert-butyl 4-((2-(2,7-dimethyl-2H-indazol-5-yl)-4-oxo-3,4-dihydroquinazolin-6-yl)(methyl)amino)piperidine-1-carboxylate